CC1=C(C=CC(=O)NC(=N)N)C=CC=C1C 2,3-dimethyl-cinnamoylguanidine